OCCN(C(OCCO)=O)CCO 2-hydroxyethyl bis(2-hydroxyethyl)carbamate